N-(6-fluoro-2-methyl-2H-indazol-5-yl)-2-oxo-1,2-dihydroquinoline-3,8-dicarboxamide FC=1C(=CC2=CN(N=C2C1)C)NC(=O)C=1C(NC2=C(C=CC=C2C1)C(=O)N)=O